fumaric acid choline OCC[N+](C)(C)C.C(\C=C\C(=O)O)(=O)O